COC1=CC=C(C=N1)CN1C(C2=CC=C(C=C2C=N1)S(=O)(=O)C1=C(SC=C1)C(=O)OC)=O methyl 3-(2-((6-methoxypyridin-3-yl)methyl)-1-oxo-1,2-dihydrophthalazin-6-ylsulfonyl)thiophene-2-carboxylate